CNCC1CCNC=2N1N=C(C2C#N)C2=CC=C(C=C2)OC2=CC=CC=C2 7-((Methylamino)methyl)-2-(4-phenoxyphenyl)-4,5,6,7-tetrahydropyrazolo[1,5-a]pyrimidine-3-carbonitrile